ClCCOC(=O)[C@H]1C[C@H](CC1)NC(=O)[C@]1(CC(=NO1)C1=CC(=CC(=C1)F)F)C(F)(F)F (1R,3s)-3-({[(5R)-3-(3,5-difluorophenyl)-5-(trifluoromethyl)-4,5-dihydro-1,2-oxazol-5-yl]carbonyl}amino)cyclopentanecarboxylic acid-2-chloroethyl ester